BrC=1C(=NC(=NC1)NC=1C(=NN(C1)CCCN1CCOCC1)C)NCCCN1C(COCCC1)=O 4-(3-((5-Bromo-2-((3-methyl-1-(3-morpholinopropyl)-1H-pyrazol-4-yl)amino)pyrimidin-4-yl)amino)propyl)-1,4-oxazepan-3-on